CC=1C=C(C=CC1)NC(=N)NC(=N)N 1-(3-methylphenyl)biguanide